4-nitrophenyl 1-(5-methoxy-6-phenylpyridin-2-yl)-3-methyl-5-oxo-4,5-dihydro-1H-pyrazole-4-carboxylate COC=1C=CC(=NC1C1=CC=CC=C1)N1N=C(C(C1=O)C(=O)OC1=CC=C(C=C1)[N+](=O)[O-])C